FC=1C2=C(C(=NC1)C1=CC=C(C(=O)N[C@@H]3CC[C@@H](CC3)O)C=C1)C=CN2 4-(7-Fluoro-1H-pyrrolo[3,2-c]pyridin-4-yl)-N-(cis-4-hydroxycyclohexyl)benzamide